FC1=C(C(=CC=C1)F)NC1=NC(=NC=C1C=O)SC 4-((2,6-difluorophenyl)amino)-2-(methylthio)pyrimidine-5-carbaldehyde